FC1(CC(C1)(CO)NC=1C2=C(N=C(N1)C1=CC=C(C=C1)C=1OC=CN1)CC[S@]2=O)F (R)-4-((3,3-difluoro-1-(hydroxymethyl)cyclobutyl)amino)-2-(4-(oxazol-2-yl)phenyl)-6,7-dihydrothieno[3,2-d]pyrimidine 5-oxide